1H-pyrrolo[3,2-b]pyridine-7-carboxamide N1C=CC2=NC=CC(=C21)C(=O)N